C(CCCCCCC)(=O)OC(CCC=C(C)C)(C)C=C Octanoic acid, 1-ethenyl-1,5-dimethyl-4-hexenyl ester